4-(5-{2,8-dimethylimidazo[1,2-a]pyrazin-6-yl}pyrazolo[4,3-d][1,3]thiazol-1-yl)piperidine CC=1N=C2N(C=C(N=C2C)C=2SC3=C(N2)C=NN3C3CCNCC3)C1